C1(=CC=CC2=CC=CC=C12)[C@@H](C)N1CCC(CC1)N(S(=O)(=O)CCC(=O)N)CC(NCC(NCC#C)=O)=O (R)-3-(N-(1-(1-(naphthalen-1-yl)ethyl)piperidin-4-yl)-N-(2-oxo-2-((2-oxo-2-(prop-2-yn-1-ylamino)ethyl)amino)ethyl)sulfamoyl)propanamide